C1(CC1)CCC(=O)C1=NC=CC=C1 3-cyclopropyl-1-(pyridin-2-yl)propan-1-one